FC(C1=CC(=NC=2N1N=CC2)C2=CC=C(C=C2)NC(C)=O)(F)F N-(4-(7-(trifluoromethyl)pyrazolo[1,5-a]pyrimidin-5-yl)phenyl)acetamide